IC1=CN(C2=NC=C(N=C21)C2CC(CC2)O)COCC[Si](C)(C)C 3-(7-iodo-5-((2-(trimethylsilyl)ethoxy)methyl)-5H-pyrrolo[2,3-b]pyrazin-2-yl)cyclopentan-1-ol